N-[5-butyl-4-(5-methyl-6-oxo-1-propan-2-ylpyridin-3-yl)pyrimidin-2-yl]ethanesulfonamide C(CCC)C=1C(=NC(=NC1)NS(=O)(=O)CC)C1=CN(C(C(=C1)C)=O)C(C)C